ClC1=C(C=CC(=C1)Cl)C1=NC(=NC=C1C=1NC=C(N1)C)NCCNC1=CC=C(C=N1)C#N 6-[2-[4-(2,4-dichlorophenyl)-5-(4-methyl-1H-imidazol-2-yl)pyrimidin-2-ylamino]ethylamino]pyridine-3-carbonitrile